NC1=NC=CC=C1C1=NC=2C(=NC(=CC2)C2=CC=CC=C2)N1C1=CC=C(CN2CC3(C2)CN(CCC3)C(=O)OC(C)(C)C)C=C1 tert-butyl 2-(4-(2-(2-aminopyridin-3-yl)-5-phenyl-3H-imidazo[4,5-b]pyridin-3-yl)benzyl)-2,6-diazaspiro[3.5]nonane-6-carboxylate